(1S)-1-trityl-aziridine-2-carboxylic acid C(C1=CC=CC=C1)(C1=CC=CC=C1)(C1=CC=CC=C1)[N@@]1C(C1)C(=O)O